C(C)(C)(C)C=1C=C(CB(O)O)C=C(C1)C(C)(C)C 3,5-di-tert-butylbenzylboronic acid